C1CC(CCC1CN)C(=O)OC2=CC=C(C=C2)CCC(=O)OCC3=CC=CC=C3 The molecule is the benzyl ester of cetraxate. It is a benzyl ester and a member of cetraxates. It is a conjugate base of a benzyl cetraxate(1+).